BrC1=CC=C2C3(CC=4C(=NOC4C2=C1)NS(=O)(=O)C1=C(C=CC=C1)OCC)CC3 N-(8'-bromo-4'H-spiro[cyclopropane-1,5'-naphtho[2,1-d]isoxazol]-3'-yl)-2-ethoxybenzenesulfonamide